C(C1=CC=CC=C1)OC(=O)N[C@H](C(=O)N[C@@H](CCC(=O)OC(C)(C)C)C(NC1=CC(=CC=C1)OC(F)(F)F)=O)CC(=O)OC(C)(C)C tert-Butyl (S)-4-((S)-2-(((benzyloxy)carbonyl)amino)-4-(tert-butoxy)-4-oxobutanamido)-5-oxo-5-((3-(trifluoromethoxy)phenyl)amino)pentanoate